2-(benzo[d]thiazol-2-yl)-4-bromophenol S1C(=NC2=C1C=CC=C2)C2=C(C=CC(=C2)Br)O